(S)-6-(6-(3-fluoropyrrolidin-1-yl)pyridin-3-yl)-2-(pyridin-3-yl)-1,2-dihydro-3H-pyrrolo[1,2-c]imidazol-3-one hydrogen chloride salt Cl.F[C@@H]1CN(CC1)C1=CC=C(C=N1)C=1C=C2N(C(N(C2)C=2C=NC=CC2)=O)C1